P(=O)(OCC)(OCC#C)OCC#C ethyl bis(propan-2-yn-1-yl) phosphate